3-((5-bromopyridin-3-yl)oxy)-1-((tetrahydro-2H-pyran-4-yl)methyl)-1H-pyrrole-2,5-dione BrC=1C=C(C=NC1)OC=1C(N(C(C1)=O)CC1CCOCC1)=O